(4-methoxy-2,6-dimethylphenyl)lithium COC1=CC(=C(C(=C1)C)[Li])C